Tetraglycerol monomyristat C(CCCCCCCCCCCCC)(=O)O.OCC(O)CO.OCC(O)CO.OCC(O)CO.OCC(O)CO